C(C(C)C)C=1C=C2C=CN=CC2=CC1 6-isobutyl-isoquinoline